ClC(C(=O)C1=CNC2=CC(=CC=C12)C(=O)OC)=O methyl 3-(2-chloro-2-oxoacetyl)-1H-indole-6-carboxylate